Methyl (4-{[(3S,6Z,10S,12Z)-3,10-dihydroxypentadeca-6,12-diene-4,8-diyn-1-yl]oxy}phenyl)acetate O[C@@H](CCOC1=CC=C(C=C1)CC(=O)OC)C#C\C=C/C#C[C@H](C\C=C/CC)O